C1(=CC=CC=C1)NC=1OC2C(C1C1=CC=CC=C1)C=CC=C2 N,3-diphenyl-3a,7a-dihydrobenzofuran-2-amine